tert-butyl (4R)-4-[(1R)-5-(6-tert-butylfuro[2,3-b]pyrazin-2-yl)-1-isobutyl-5-oxo-pent-3-enyl]-2,2-dimethyl-oxazolidine-3-carboxylate C(C)(C)(C)C1=CC=2C(=NC=C(N2)C(C=CC[C@@H](CC(C)C)[C@H]2N(C(OC2)(C)C)C(=O)OC(C)(C)C)=O)O1